FC(C(=O)O)(F)F.CC1=NC=2C(NC=CC2C=C1C)=O 2,3-dimethyl-1,7-naphthyridin-8(7H)-one 2,2,2-trifluoroacetate